C1=CC=CC=2C3=CC=CC=C3C(C12)COC(=O)N[C@@H](C(=O)N[C@H](C(=O)O)C)CC(C)C (2S)-2-[[(2R)-2-(9H-fluoren-9-ylmethoxycarbonyl-amino)-4-methyl-pentanoyl]amino]propionic acid